[Si](C1=CC=CC=C1)(C1=CC=CC=C1)(C(C)(C)C)OCCCCCC(C(C(=O)OC(C)(C)C)(C)C)OC tert-butyl 8-((tert-butyldiphenylsilyl) oxy)-3-methoxy-2,2-dimethyloctanoate